C(C)OC(=O)N1N=C(C2=C1CN(C2)C(C2=CC=C(C=C2)C(F)(F)F)=O)NC(C2=CC=C(C=C2)N(C)C)=O 3-(4-(dimethylamino)benzoylamino)-5-(4-(trifluoromethyl)benzoyl)-5,6-dihydropyrrolo[3,4-c]Pyrazole-1(4H)-carboxylic acid ethyl ester